ClC1=NC(=CC(=C1F)C(=O)N1CCOCC1)Cl (2,6-dichloro-3-fluoropyridin-4-yl)(morpholino)methanone